methyl 4-[5-(1-hydroxy-1-methyl-ethyl)-2-phenoxy-phenyl]-6-methyl-7-oxo-1H-pyrrolo[2,3-c]pyridine-2-carboxylate OC(C)(C)C=1C=CC(=C(C1)C=1C2=C(C(N(C1)C)=O)NC(=C2)C(=O)OC)OC2=CC=CC=C2